The molecule is a 17alpha-hydroxy-C21-steroid that is cortisol in which the 4-5 double bond has undergone formal hydrogenation to give the corresponding 5beta- steroid. It is a 21-hydroxy steroid, a 17alpha-hydroxy-C21-steroid, an 11beta-hydroxy steroid, a 3-oxo-5beta-steroid, a primary alpha-hydroxy ketone, a triol, a secondary alcohol, a diketone, a 20-oxo steroid and a tertiary alpha-hydroxy ketone. C[C@]12CCC(=O)C[C@H]1CC[C@@H]3[C@@H]2[C@H](C[C@]4([C@H]3CC[C@@]4(C(=O)CO)O)C)O